(S)-8-(4-chloro-2-fluorophenyl)-3-methyl-6-(2-(1-methyl-1H-pyrazol-4-yl)morpholino)-2-(trifluoromethyl)pyrimido[5,4-d]pyrimidin-4(3H)-one ClC1=CC(=C(C=C1)C1=NC(=NC2=C1N=C(N(C2=O)C)C(F)(F)F)N2C[C@@H](OCC2)C=2C=NN(C2)C)F